N-(3-Chloro-1H-indol-7-yl)-1-[2-cyano-4-(trifluoromethyl)phenyl]pyrazol-4-sulfonamid ClC1=CNC2=C(C=CC=C12)NS(=O)(=O)C=1C=NN(C1)C1=C(C=C(C=C1)C(F)(F)F)C#N